C(#N)C1=CC=C(CSC(=S)N2CCN(CC2)C(=O)OC2=C(C=CC=C2)C(C)=O)C=C1 2-acetylphenyl 4-(((4-cyanobenzyl)thio)carbonothioyl)piperazine-1-carboxylate